NC1=C(C=CC=C1)NC(=O)C1=CC=C(C=C1)CNC(OCC=1C=NC=CC1)=O.C(C)O[Si](O[Si](O[Si](O[Si](C)(C)C)(C)C)(C)C)(C)OCC diethoxy octamethyltetrasiloxane (Pyridin-3-yl)methyl ((4-[(2-aminophenyl)carbamoyl]phenyl)methyl)carbamate